3-chloro-2-fluoro-6-[1-[6-methyl-2-(2-methylimidazo[1,2-a]pyridin-6-yl)-4-oxo-chromen-8-yl]ethylamino]benzoic acid methyl ester COC(C1=C(C(=CC=C1NC(C)C=1C=C(C=C2C(C=C(OC12)C=1C=CC=2N(C1)C=C(N2)C)=O)C)Cl)F)=O